BrC1CCC2=C(NC1=O)C=CC=C2 3-bromo-4,5-dihydro-1H-benzo[b]azepin-2(3H)-one